(±)-1-(2-Hydroxypropyl)pseudouridine O[C@@H](CN1C=C([C@H]2[C@H](O)[C@H](O)[C@@H](CO)O2)C(NC1=O)=O)C |&1:1|